C(C)(C)N1C=NC(=C1)C=1C=C(C=CC1NC1=NC=CC(=C1)C(F)(F)F)S(=O)(=O)N(C)CC1=CC=C(C=C1)OC 3-(1-isopropylimidazol-4-yl)-N-[(4-methoxyphenyl)methyl]-N-methyl-4-[[4-(trifluoromethyl)-2-pyridinyl]amino]benzenesulfonamide